5,5-dimethyl-3-morpholino-2-cyclohexen-1-one CC1(CC(=CC(C1)=O)N1CCOCC1)C